(2S,4R)-4-(cyclopropylmethoxy)-2-(hydroxymethyl)pyrrolidine-1-carboxylic acid tert-butyl ester C(C)(C)(C)OC(=O)N1[C@@H](C[C@H](C1)OCC1CC1)CO